NC1(CCN(CC1)C1=CC(=C2C(=N1)NN=C2C2=C(C(=NC=C2)Cl)Cl)CO)C (6-(4-amino-4-methylpiperidin-1-yl)-3-(2,3-dichloropyridin-4-yl)-1H-pyrazolo[3,4-b]pyridin-4-yl)methanol